COC=1C=C(C=CC1C=1C=NNC1)N1C(C2(CC1)CCN(CC2)C(=O)C2=CC=C(C(=O)O)C=C2)=O 4-{2-[3-methoxy-4-(1H-pyrazol-4-yl)phenyl]-1-oxo-2,8-diazaspiro[4.5]Decane-8-carbonyl}benzoic acid